N1=C(C=NC=C1)C=1C=C(C(=O)O)C=CC1NC1=CC=C(C=C1)C(F)(F)F 3-(pyrazin-2-yl)-4-((4-(trifluoromethyl)phenyl)amino)benzoic acid